ClC=1C(=NC=CC1SC=1C=2N(C(=NC1)N1CCC3(CCC[C@H]3N)CC1)C=CN2)C (R)-8-(8-((3-chloro-2-methyl-pyridin-4-yl)thio)imidazo[1,2-c]pyrimidin-5-yl)-8-azaspiro[4.5]decan-1-amine